tert-butyl 7-[4-[2-[1-(6,7-dihydro-5H-pyrrolo[1,2-c]imidazol-1-yl)-2-oxo-2-(thiazol-2-ylamino)ethyl]-7-fluoro-3-oxo-isoindolin-5-yl]phenyl]-2,7-diazaspiro[3.5]nonane-2-carboxylate C1(=C2N(C=N1)CCC2)C(C(NC=2SC=CN2)=O)N2CC1=C(C=C(C=C1C2=O)C2=CC=C(C=C2)N2CCC1(CN(C1)C(=O)OC(C)(C)C)CC2)F